CC1=CC=C(C=C1)CCNC1=C(C=CC=C1)N1CCNCC1 4-(2-((4-methylphenylethyl)amino)phenyl)piperazine